ClC=1C=CC(=C(C1)C=1C=2N(N=C(C1)C)C(=CC2)C(=O)OC)O methyl 4-(5-chloranyl-2-oxidanyl-phenyl)-2-methyl-pyrrolo[1,2-b]pyridazine-7-carboxylate